C(C)(C)(C)OC(=O)NC1=CC2=C(CN(C[C@H](O2)CC)C(=O)OCC2=CC=CC=C2)C=C1C benzyl (R)-8-((tert-butoxycarbonyl) amino)-2-ethyl-7-methyl-2,3-dihydrobenzo[f][1,4]oxazepine-4(5H)-carboxylate